COC(=O)C1=CC2=C(C3=C(N=C(N=C3NCCCNC)CC3=CC(=CC=C3)F)N2)N=C1 2-(3-Fluorobenzyl)-4-((3-(methylamino)propyl)amino)-9H-pyrido[2',3':4,5]pyrrolo[2,3-d]pyrimidine-7-carboxylic acid methyl ester